methyl (1S,3r)-3-cyano-2,2-dimethylcyclopropane-1-carboxylate C(#N)[C@H]1C([C@H]1C(=O)OC)(C)C